1-((5-(Aminomethyl)thiophen-2-yl)sulfonyl)-N,N-dimethyl-5-phenylpiperidine-3-carboxamide NCC1=CC=C(S1)S(=O)(=O)N1CC(CC(C1)C1=CC=CC=C1)C(=O)N(C)C